ClC=1C=CC(=C(C1)C1=CC(N(C=C1F)C(CC1=CC=CC=C1)C1=NC2=C(C=NC(=C2)C(=O)O)N1)=O)N1N=NN=C1 2-(1-(4-(5-chloro-2-(1H-tetrazol-1-yl)phenyl)-5-fluoro-2-oxopyridin-1(2H)-yl)-2-phenylethyl)-3H-imidazo[4,5-c]pyridine-6-carboxylic acid